isopropyl (S)-6-diazo-2-((R)-2-methoxy-2-(oxazol-2-yl)acetamido)-5-oxohexanoate [N+](=[N-])=CC(CC[C@@H](C(=O)OC(C)C)NC([C@@H](C=1OC=CN1)OC)=O)=O